1-((cyclopent-1,3-dien-1-ylamino)methyl)piperidin-3-amine C1(=CC=CC1)NCN1CC(CCC1)N